ClC=1C=C(C=CC1Cl)S(=O)(=O)N 3,4-dichlorobenzenesulfonamide